C(C1=CC=CC=C1)OC1=CC2=C(O[C@H](CO2)CN2C[C@H](CCC2)C=2C=C(C=CC2)O)C=C1 3-[(R)-1-((S)-6-benzyloxy-2,3-dihydro-benzo[1,4]dioxin-2-ylmethyl)-piperidin-3-yl]-phenol